C(C)(=O)C1=NN(C2=CC=C(C=C12)C=1C=NC(=NC1)C)CC(=O)N1[C@@H](C[C@](C1)(F)CN(C)C)C(=O)NC1=NC(=CC=C1C)Br (2S,4S)-1-(2-(3-Acetyl-5-(2-methylpyrimidin-5-yl)-1H-indazol-1-yl)acetyl)-N-(6-bromo-3-methylpyridin-2-yl)-4-((dimethylamino)methyl)-4-fluoropyrrolidine-2-carboxamide